Iodoformamidine IC(=N)N